N=S1(CCN(CC1)C1=CC=C(C=C1)[N+](=O)[O-])=O 1-imino-4-(4-nitrophenyl)-1lambda6-Thiomorpholine 1-oxide